CC=1N=CSC1CC.[Na] sodium 2-(4-methylthiazol-5-yl)ethane